C(C#C)C1C(NC(N1)=O)=O 5-(prop-2-yn-1-yl)imidazolidine-2,4-dione